6-(4-([1,1'-biphenyl]-4-ylmethyl)-N,2,5-trimethylthiophene-3-carboxamido)spiro[3.3]heptane-2-Carboxylic acid C1(=CC=C(C=C1)CC=1C(=C(SC1C)C)C(=O)N(C)C1CC2(CC(C2)C(=O)O)C1)C1=CC=CC=C1